9-Bromo-2-[[(2S)-1,4-dioxan-2-yl]methoxy]-6,7-dihydropyrimido[6,1-a]isoquinolin-4-one BrC=1C=C2CCN3C(C2=CC1)=CC(=NC3=O)OC[C@H]3OCCOC3